CSC(SC)=NCC(=O)OC methyl 2-((bis(methylthio)methylene)amino)acetate